C1(CC1)C1=C(C(=NO1)C1=C(C=CC=C1Cl)Cl)COC1=CC=C(C=C1)C#CC1=CC=C(C(=O)O)C=C1 4-((4-((5-cyclopropyl-3-(2,6-dichlorophenyl)isoxazol-4-yl)methoxy)phenyl)ethynyl)benzoic acid